2-(2-fluoro-6-isopropoxypyridin-3-yl)-9-(4-(1-methyl-4-(trifluoromethyl)-1H-imidazol-2-yl)benzyl)-7,9-dihydro-8H-purin-8-one FC1=NC(=CC=C1C1=NC=C2NC(N(C2=N1)CC1=CC=C(C=C1)C=1N(C=C(N1)C(F)(F)F)C)=O)OC(C)C